(+-)-2,4,6-Trimethyl-3-cyclohexene-1-methanol CC1C(C(CC(=C1)C)C)CO